5-ethyl-2-(5-fluoro-1H-pyrrolo[2,3-b]pyridin-3-yl)-N-[(3S)-3-piperidyl]pyrimidin-4-amine C(C)C=1C(=NC(=NC1)C1=CNC2=NC=C(C=C21)F)N[C@@H]2CNCCC2